OC1=C(C=CC=C1)C=1N=NC2=CC(=CC=C2C1)N1CC2(CN(C2)C=2N=NN(C2)C(C(=O)O)C(C)C)C1 2-(4-(6-(3-(2-hydroxyphenyl)cinnolin-7-yl)-2,6-diazaspiro[3.3]heptan-2-yl)-1H-1,2,3-triazol-1-yl)-3-methylbutanoic acid